1-(trans-4-cyanotetrahydro-2H-pyran-3-yl)-3-[[2-hydroxy-8-(trifluoromethyl)-1,2-benzoxaborinin-6-yl]amino]pyrazole-4-carboxamide C(#N)[C@H]1[C@@H](COCC1)N1N=C(C(=C1)C(=O)N)NC=1C=C(C2=C(C=CB(O2)O)C1)C(F)(F)F